2-ethoxy-1-(5-((3,3,5,5-tetramethylmorpholino)methyl)furan-2-yl)prop-2-en-1-one C(C)OC(C(=O)C=1OC(=CC1)CN1C(COCC1(C)C)(C)C)=C